5-amino-3-(pyridin-3-yl)-3,4-dihydro-quinazolin-4-one hydrochloride Cl.NC1=C2C(N(C=NC2=CC=C1)C=1C=NC=CC1)=O